(S)-N-(2,5-diaminopentyl)-3-fluoro-6-(4-fluorophenyl)-1H-indole-2-carboxamide hydrogen chloride salt Cl.N[C@H](CNC(=O)C=1NC2=CC(=CC=C2C1F)C1=CC=C(C=C1)F)CCCN